C(C)(C)(C)N(C(O)=O)CCSC1=NSN=C1C(NC1=CC(=C(C=C1)F)Br)=O.CN(C)C1=CC=2C(C3=CC=CC=C3C(C2C=C1)=O)=O 2-(N,N-dimethylamino)anthraquinone Tert-butyl-(2-((4-((3-bromo-4-fluorophenyl)carbamoyl)-1,2,5-thiadiazol-3-yl)thio)ethyl)carbamate